ClC=1C=C(C2=C(N1)N(C=C2)CCS(=O)(=O)C)C(=O)OC methyl 6-chloro-1-(2-(methylsulfonyl) ethyl)-1H-pyrrolo[2,3-b]pyridine-4-carboxylate